methyl (1s,4s)-4-(methylamino)cyclohexane-1-carboxylate CNC1CCC(CC1)C(=O)OC